4-oxo-3,4-dihydro-phthalazin-1-yl-3,4-dihydro-isoquinoline-2(1H)-sulfonylamide hydrochloride Cl.O=C1NN=C(C2=CC=CC=C12)[N-]S(=O)(=O)N1CC2=CC=CC=C2CC1